Cl.BrC1=CC=C(C=N1)N1CC2CNCC(C1)O2 3-(6-bromopyridin-3-yl)-9-oxa-3,7-diazabicyclo[3.3.1]nonane hydrochloride